6-(4-((R)-3-methyl-1-((S)-3-oxo-4-(trifluoromethyl)-3,5,6,7-tetrahydro-2H-cyclopenta[c]pyridazin-7-yl)pyrrolidin-3-carbonyl)piperazin-1-yl)nicotinonitrile C[C@@]1(CN(CC1)[C@H]1CCC=2C1=NNC(C2C(F)(F)F)=O)C(=O)N2CCN(CC2)C2=NC=C(C#N)C=C2